1-cyclopropyl-6-fluoro-7-(1-acetyl-octahydro-6H-pyrrolo[3,4-b]pyridin-6-yl)-3-cinnamoyl-8-methoxyquinolin-4(1H)-one C1(CC1)N1C=C(C(C2=CC(=C(C(=C12)OC)N1CC2N(CCCC2C1)C(C)=O)F)=O)C(C=CC1=CC=CC=C1)=O